(S)-N-((R and S)-(3-chloro-2,4-difluorophenyl)(3,3-dimethylcyclobutyl)methyl)-5-oxoPyrrolidine-3-carboxamide ClC=1C(=C(C=CC1F)[C@H](NC(=O)[C@@H]1CNC(C1)=O)C1CC(C1)(C)C)F |&1:8|